methyl 4-[3-[2,6-dichloro-4-(5,8-dioxa-2-azaspiro[3.5]nonan-2-yl)benzoyl]-2,4-dihydro-1,3-benzoxazin-8-yl]-5-fluoro-2-(3-oxa-8-azabicyclo[3.2.1]octan-8-yl)benzoate ClC1=C(C(=O)N2COC3=C(C2)C=CC=C3C3=CC(=C(C(=O)OC)C=C3F)N3C2COCC3CC2)C(=CC(=C1)N1CC2(C1)OCCOC2)Cl